(3S)-N-{4-methyl-3-[2-(morpholin-4-yl)-6-(propane-2-sulfonamido)pyridin-4-yl]phenyl}-3-(2,2,2-trifluoroethyl)pyrrolidine-1-carboxamide CC1=C(C=C(C=C1)NC(=O)N1C[C@@H](CC1)CC(F)(F)F)C1=CC(=NC(=C1)NS(=O)(=O)C(C)C)N1CCOCC1